4-[6-(1-ethylpyrazol-4-yl)imidazo[4,5-b]pyridin-3-yl]-2,6-dimethoxy-N-(2,2,2-trifluoroethyl)benzamide C(C)N1N=CC(=C1)C=1C=C2C(=NC1)N(C=N2)C2=CC(=C(C(=O)NCC(F)(F)F)C(=C2)OC)OC